(7aS,8R)-2-(4-(1-(2-Methoxyethyl)-4-methyl-1H-pyrazol-5-yl)piperidin-1-yl)-8-(piperazin-1-yl)-4-(trifluoromethyl)-7,7a,8,9-tetrahydroazeto[1,2-a]pyrimido[5,4-f]azepine COCCN1N=CC(=C1C1CCN(CC1)C=1N=C(C=2C=CC[C@@H]3N(C2N1)C[C@H]3N3CCNCC3)C(F)(F)F)C